Cl.OC(C)(C)C1=CN=NN1[C@H]1[C@@H]([C@H](NC1)C(=O)OCC1=CC=CC=C1)OC Benzyl (2S,3R,4R)-4-(5-(2-hydroxypropan-2-yl)-1H-1,2,3-triazol-1-yl)-3-methoxypyrrolidine-2-carboxylate hydrochloride